FC=1C=NC=C(C(=O)NC)C1NC1=C(C(=CC=C1)C1=NN(C=N1)C)OC 5-fluoro-4-((2-methoxy-3-(1-methyl-1H-1,2,4-triazol-3-yl)Phenyl)amino)-N-methylnicotinamide